Cl.C1(=CC=CC=C1)C=1C(N(C(C1)=O)C1CNCC1)=O 3-phenyl-1-(pyrrolidin-3-yl)-1H-pyrrole-2,5-dione hydrochloride